ClC(OC1=CC=C(C=C1)NC(C1=CN=C(C(=C1)NC=1C=NC=C(C1C#N)C)N1C[C@@H](CC1)O)=O)(F)F (R)-N-(4-(chlorodifluoromethoxy)phenyl)-5-((4-cyano-5-methylpyridin-3-yl)Amino)-6-(3-hydroxypyrrolidin-1-yl)nicotinamide